tert-butyl 3-(3-((4-((4-cyclobutylpiperidin-1-yl)sulfonyl)phenyl)carbamoyl)-4-(N-methylmethylsulfonamido)benzylidene)azetidine-1-carboxylate C1(CCC1)C1CCN(CC1)S(=O)(=O)C1=CC=C(C=C1)NC(=O)C=1C=C(C=C2CN(C2)C(=O)OC(C)(C)C)C=CC1N(S(=O)(=O)C)C